4-((3-hydroxy-3-methylbutoxy) methyl)-5-oxooxazolidine-3-carboxylate OC(CCOCC1N(COC1=O)C(=O)[O-])(C)C